C12COCC(CC1)N2C2=C(C=C(C(=C2)OC)C2=NC=C1C=C(C=3N(C1=C2)C=CN3)C3=C(C(=CC(=C3Cl)OC)OC)Cl)NC(C=C)=O N-(2-(3-oxa-8-azabicyclo[3.2.1]oct-8-yl)-5-(4-(2,6-dichloro-3,5-dimethoxyphenyl)imidazo[1,2-a][1,6]naphthyridin-8-yl)-4-methoxyphenyl)acrylamide